(4-(2-FLUORO-4-(1-METHYL-1H-BENZO[D]IMIDAZOL-5-YL)BENZOYL)PIPERAZIN-1-YL)(1-HYDROXYCYCLOPROPYL)METHANONE FC1=C(C(=O)N2CCN(CC2)C(=O)C2(CC2)O)C=CC(=C1)C1=CC2=C(N(C=N2)C)C=C1